GADOLINIUM-ALUMINUM-GALLIUM [Ga].[Al].[Gd]